COC(=O)C1=C(C2=C(O[C@](O2)(C)[C@@H]2CC[C@H](CC2)NC(=O)OC(C)(C)C)C(=C1)Cl)C |&1:9| (2RS)-2-[trans-4-(tert-butoxycarbonylamino)cyclohexyl]-7-chloro-2,4-dimethyl-1,3-benzodioxole-5-formic acid methyl ester